COC1=CC=C(C=C1)N(C1=CC=C(C=CC(=O)O)C=C1)C1=CC=C(C=C1)OC 4-(di-(4-methoxyphenyl)amino)cinnamic acid